NC1=CC=C(C=C1)N1N=C(C(=C1C1=CC=C(C=C1)C)C#N)C(F)(F)F 1-(4-aminophenyl)-5-(p-tolyl)-3-(trifluoromethyl)-1H-pyrazole-4-carbonitrile